2-[[5-(4-chloro-2-fluoro-phenyl)-3-methyl-triazol-4-yl]methyl]-5-[3-(2,2-difluoroethoxy)azetidin-1-yl]pyridazin-3-one ClC1=CC(=C(C=C1)C1=C(N(N=N1)C)CN1N=CC(=CC1=O)N1CC(C1)OCC(F)F)F